2-(6-fluoro-3-indolyl)-cyclohexanone FC1=CC=C2C(=CNC2=C1)C1C(CCCC1)=O